OC=1C=C(C2=CC=CC=C2C1)C1=CC=C2C(=NC(=NC2=C1)OC[C@H]1N(CCC1)C)N1[C@H]2CN(C[C@@H]1CC2)C(CCCN2C=NC=C2)=O 1-((1R,5S)-8-(7-(3-hydroxynaphthalen-1-yl)-2-(((S)-1-methylpyrrolidin-2-yl)methoxy)quinazolin-4-yl)-3,8-diazabicyclo[3.2.1]octan-3-yl)-4-(1H-imidazol-1-yl)butan-1-one